NC1=NC(=NC(=C1NC(OC)=O)N)C1=NN(C2=CC=C(C=C12)F)CC1=C(C=CC=C1)F methyl (4,6-diamino-2-(5-fluoro-1-(2-fluorobenzyl)-1H-indazol-3-yl)pyrimidin-5-yl)carbamate